benzotriazol-1-yl-oxy-tris-dimethylamino-phosphonium hexafluorophosphate F[P-](F)(F)(F)(F)F.N1(N=NC2=C1C=CC=C2)O[P+](N(C)C)(N(C)C)N(C)C